N-(6-(2H-1,2,3-triazol-2-yl)-5-(trifluoromethyl)pyridin-3-yl)-6-methoxy-3'-methyl-[2,2'-bipyridyl]-5-carboxamide N=1N(N=CC1)C1=C(C=C(C=N1)NC(=O)C=1C=CC(=NC1OC)C1=NC=CC=C1C)C(F)(F)F